CC(CC(=O)NC=1C=C(C(=O)N[C@H](C(N2CC=CCC2C=2C=NC=CC2)=O)CC2=CC=CC=C2)C=CC1)C 3-(3-methylbutanamido)-N-((2S)-1-oxo-3-phenyl-1-(6-(pyridin-3-yl)-5,6-dihydropyridin-1(2H)-yl)propan-2-yl)benzamide